4-[2-(2,4-difluorophenoxy)-5-(methylsulfonyl)phenyl]-6-methyl-7-oxo-6,7-dihydro-1H-pyrrolo[2,3-c]pyridine-2-carboxamide FC1=C(OC2=C(C=C(C=C2)S(=O)(=O)C)C=2C3=C(C(N(C2)C)=O)NC(=C3)C(=O)N)C=CC(=C1)F